(fluoromethyl)triphenylphosphanium tetrafluoroborate F[B-](F)(F)F.FC[P+](C1=CC=CC=C1)(C1=CC=CC=C1)C1=CC=CC=C1